C(C)(=O)C1=CC=C(C=N1)OC1=CC=C(C=C1)C(C)(C)C1=CC=C(O[C@@H]2C[C@H](C2)NC2=C3C(N(C(C3=CC=C2)=O)C2C(NC(CC2)=O)=O)=O)C=C1 (((trans)-3-(4-(2-(4-((6-acetylpyridin-3-yl)oxy)phenyl)propan-2-yl)phenoxy)cyclobutyl)amino)-2-(2,6-dioxopiperidin-3-yl)isoindolin-1,3-dione